(3,4-dihydroquinolin-1(2H)-yl)(4-(5-(thiophen-2-yl)-5-(trifluoromethyl)-4,5-dihydroisoxazol-3-yl)phenyl)methanone N1(CCCC2=CC=CC=C12)C(=O)C1=CC=C(C=C1)C1=NOC(C1)(C(F)(F)F)C=1SC=CC1